(2S,4R)-1-((S)-2-amino-3,3-dimethylbutanoyl)-N-(4-ethynyl-2-hydroxybenzyl)-4-hydroxypyrrolidine-2-carboxamide N[C@H](C(=O)N1[C@@H](C[C@H](C1)O)C(=O)NCC1=C(C=C(C=C1)C#C)O)C(C)(C)C